C1(CC1)CN1N=C(C(=C1)CC1=CC(=NN1C1=C(C=C(C=C1)F)C(=C)OCC)C)C#N 1-(cyclopropylmethyl)-4-((1-(2-(1-ethoxyvinyl)-4-fluorophenyl)-3-methyl-1H-pyrazol-5-yl)methyl)-1H-pyrazole-3-carbonitrile